N1-(5-(4-fluoro-1-isopropyl-2-methyl-1H-benzo[d]imidazol-6-yl)pyrrolo[2,1-f][1,2,4]triazin-2-yl)-N4-methylcyclohexane-1,4-diamine FC1=CC(=CC=2N(C(=NC21)C)C(C)C)C=2C=CN1N=C(N=CC12)NC1CCC(CC1)NC